methyl 4-[[4-[(3,5-dichlorophenyl)carbamoyl]-1,3-dioxolane-4-carbonyl]amino]butanoate ClC=1C=C(C=C(C1)Cl)NC(=O)C1(OCOC1)C(=O)NCCCC(=O)OC